FC1=CC=C2C(=CNC(C2=C1F)=O)C(C)NCCS(=O)(=O)N 2-((1-(7,8-difluoro-1-oxo-1,2-dihydroisoquinolin-4-yl)ethyl)amino)ethane-1-sulfonamide